acetyl-5-hydroxy-neuraminic acid C(C)(=O)C1C(C(O)=O)(O)O[C@H]([C@@]([C@H]1O)(N)O)[C@H](O)[C@H](O)CO